tert-butyl (3-{4-[(3S)-3-(trifluoromethoxy)pyrrolidine-1-carbonyl]-1H-pyrazol-1-yl}bicyclo[1.1.1]pentan-1-yl)carbamate FC(O[C@@H]1CN(CC1)C(=O)C=1C=NN(C1)C12CC(C1)(C2)NC(OC(C)(C)C)=O)(F)F